Triethyl phosphit P(OCC)(OCC)OCC